O1CCC(CC1)NC(OC1CCC(CC1)C(N(CC12CCC(CC1)(CC2)C2=CC(=C(C=C2)OC)C)C2=NC=CC(=C2)C2=CN=C(S2)C(C)(C)C)=O)=O 4-((4-(2-(tert-Butyl)thiazol-5-yl)pyridin-2-yl)((4-(4-methoxy-3-methylphenyl)bicyclo[2.2.2]octan-1-yl)methyl)carbamoyl)cyclohexyl (tetrahydro-2H-pyran-4-yl)trans-carbamate